6-(4-Ethoxyphenyl)-N-[(2-oxo-1H-pyridin-3-yl)sulfonyl]-2-[(4S)-2,2,4-trimethylpyrrolidin-1-yl]pyridin-3-carboxamid C(C)OC1=CC=C(C=C1)C1=CC=C(C(=N1)N1C(C[C@@H](C1)C)(C)C)C(=O)NS(=O)(=O)C=1C(NC=CC1)=O